C(C=C)(=O)NC1=CC(=C(C(=O)O)C=C1)C(N(CC(C)C)CC(C)C)=O 4-acrylamido-2-(diisobutylcarbamoyl)benzoic acid